5-[4-amino-5-(trifluoromethyl)pyrrolo[2,1-f][1,2,4]triazin-7-yl]-N-[(3R,4S)-1-(2,2-difluorocyclopropanecarbonyl)-4-fluoropyrrolidin-3-yl]pyridine-3-carboxamide NC1=NC=NN2C1=C(C=C2C=2C=C(C=NC2)C(=O)N[C@@H]2CN(C[C@@H]2F)C(=O)C2C(C2)(F)F)C(F)(F)F